9,9-bis(trifluoromethyl)-2,3,6,7-xanthenetetracarboxylate FC(C1(C2=CC(=C(C=C2OC=2C=C(C(=CC12)C(=O)[O-])C(=O)[O-])C(=O)[O-])C(=O)[O-])C(F)(F)F)(F)F